ClC=1C=NC=C(C1[C@@H](C)OC=1C=C2C(=NNC2=CC1)C=1C=NC(=C(C#N)C1)N[C@@H]1COCC1)Cl 5-(5-((R)-1-(3,5-dichloropyridin-4-yl)ethoxy)-1H-indazol-3-yl)-2-(((S)-tetrahydrofuran-3-yl)amino)nicotinonitrile